tert-butyl chloromethyl pentanedioate C(CCCC(=O)OCCl)(=O)OC(C)(C)C